2-[1-(4-chlorophenyl)cyclopropyl]-N-[1-oxo-4-(trifluoromethyl)phthalazin-2(1H)-yl]acetamide ClC1=CC=C(C=C1)C1(CC1)CC(=O)NN1C(C2=CC=CC=C2C(=N1)C(F)(F)F)=O